F[C@@H](C1(COC1)C=1C=C(C=CC1)N1C(C2=CC(=CC(=C2C1)C(F)(F)F)CN1C[C@H](CCC1)CO)=O)C1=NN=CN1C 2-(3-(3-((S)-fluoro(4-methyl-4H-1,2,4-triazol-3-yl)methyl)oxetan-3-yl)phenyl)-6-(((S)-3-(hydroxymethyl)piperidin-1-yl)methyl)-4-(trifluoromethyl)isoindolin-1-one